2-benzyl-6-((4-methoxyphenyl)sulfonyl)phthalazin-1(2H)-one C(C1=CC=CC=C1)N1C(C2=CC=C(C=C2C=N1)S(=O)(=O)C1=CC=C(C=C1)OC)=O